CN(C(=O)[C@H]1N(C(OC1)=O)C1=NC(=CC(=C1)C(F)(F)F)C)C1=CC=C2C=CN(C2=C1)S(=O)(=O)C1=CC=C(C)C=C1 (S)-N-methyl-3-(6-methyl-4-(trifluoromethyl)pyridin-2-yl)-2-oxo-N-(1-tosyl-1H-indol-6-yl)oxazolidine-4-carboxamide